3-amino-4-(oxazol-2-yl)-4-oxobutanamide NC(CC(=O)N)C(=O)C=1OC=CN1